CC=1NS(C=CN1)(=O)=O methyl-1,2,4-thiadiazine 1,1-dioxide